C(#N)CCN(C(=O)C=1C=CC=2N(C1)C(=CN2)C=2C=CC(=NC2)NC(OC)=O)C2=CC(=C(C=C2)F)OC methyl N-[5-[6-[2-cyanoethyl-(4-fluoro-3-methoxy-phenyl)carbamoyl] imidazo[1,2-a]pyridin-3-yl]-2-pyridyl]carbamate